2-(((6-(trifluoromethoxy)pyridin-3-yl)oxy)methyl)oxazole-4-carboxylic acid FC(OC1=CC=C(C=N1)OCC=1OC=C(N1)C(=O)O)(F)F